BrC=1C(=NC=CC1)N1C(=NC2=C1C=CC=C2)SC 1-(3-Bromopyridin-2-yl)-2-(methylthio)-1H-benzo[d]imidazole